COC(=O)C=1C(=CC(=C2C1CCO2)C=2SC(=CN2)OC(C)C)N 5-amino-7-(5-isopropoxythiazol-2-yl)-2,3-dihydrobenzofuran-4-carboxylic acid methyl ester